BrC1=NC(=CC=C1OCCCN1CCOCC1)Br 4-(3-((2,6-Dibromopyridin-3-yl)oxy)propyl)morpholine